(1R,2S,5S)-3-[(2S)-2-amino-3,3-dimethyl-butanoyl]-N-[(1S)-2-amino-2-oxo-1-[[(7R)-6-oxo-5-azaspiro[3.4]octan-7-yl]methyl]ethyl]-6,6-dimethyl-3-azabicyclo[3.1.0]hexane-2-carboxamide N[C@H](C(=O)N1[C@@H]([C@H]2C([C@H]2C1)(C)C)C(=O)N[C@H](C(=O)N)C[C@H]1C(NC2(CCC2)C1)=O)C(C)(C)C